C(C1=CC=CC=C1)OC=1C(=C(C(=O)O)C=C(C1)OCC1=CC=CC=C1)C(C)C 3,5-bis(benzyloxy)-2-isopropylbenzoic acid